C(C1=CC=CC=C1)N(C1CCC(CC1)(C(F)(F)F)OCCNC(OC(C)(C)C)=O)CC1=CC=CC=C1 tert-butyl (2-(((1r,4r)-4-(dibenzylamino)-1-(trifluoromethyl)cyclohexyl)oxy)ethyl)carbamate